tert-butyl 4-(6-cyano-1-methyl-2,3-dioxo-2,3-dihydropyrido[2,3-b]pyrazin-4(1H)-yl)piperidine-1-Carboxylate C(#N)C=1C=CC2=C(N(C(C(N2C)=O)=O)C2CCN(CC2)C(=O)OC(C)(C)C)N1